C(C)N1[C@H](CCC1=O)C(=O)NC1=CC(=CC=2CCOC21)OC2=NC=C(C=C2)C(F)(F)F (R)-1-ethyl-5-oxo-N-(5-((5-(trifluoromethyl)pyridin-2-yl)oxy)-2,3-dihydrobenzofuran-7-yl)pyrrolidine-2-carboxamide